(3-methoxypropyl)-4-piperidylamine COCCCNC1CCNCC1